ClC=1N(C(C2=CC=CC(=C2C1)OC1CC2(CN(C2)CCC2=CC=C3C=CN=NC3=C2)C1)=O)C chloro-5-((2-(2-(cinnolin-7-yl)ethyl)-2-azaspiro[3.3]heptan-6-yl)oxy)-2-methylisoquinolin-1(2H)-one